5-chloro-4-(cyclopentylmethoxy)-2-fluoro-N-(((1S,2S)-2-methylcyclopropyl)sulfonyl)benzamide ClC=1C(=CC(=C(C(=O)NS(=O)(=O)[C@@H]2[C@H](C2)C)C1)F)OCC1CCCC1